butyl-methylpyridinium C(CCC)C1=[N+](C=CC=C1)C